3-(aminomethyl)-4,6-lutidine NCC=1C=NC(=CC1C)C